6-(2-amino-5-(4-(1-(2,2-difluoroethyl)piperidin-3-yl)phenyl)pyridin-3-yl)-3,4-dihydroisoquinolin-1(2H)-one NC1=NC=C(C=C1C=1C=C2CCNC(C2=CC1)=O)C1=CC=C(C=C1)C1CN(CCC1)CC(F)F